O1CCCC1 (2S)-oxolan